CC1(C(C(=C[C@@]2(CCN(C2)C(=O)C=2C=NC=CC2C(F)(F)F)C1)C#N)=O)C (5S)-9,9-dimethyl-8-oxo-2-[4-(trifluoromethyl)pyridine-3-carbonyl]-2-azaspiro[4.5]dec-6-ene-7-carbonitrile